3,3'-(ethane-1,2-diylbis(oxy))dipropionamide C(COCCC(=O)N)OCCC(=O)N